Cl.FC1(CNCC12CC2)F 7,7-difluoro-5-azaspiro[2.4]heptane hydrochloride